OP(O)(O)=O tris-hydroxyphosphine oxide